BrC1=C2CCC(=C1Br)C2 2,3-dibromonorbornadiene